(6-amino-3-(2-chloro-5-fluorophenyl)-1-oxoisoindol-4-yl)-3-fluoro-5-(trifluoromethyl)benzamide NC1=CC(=C2C(=NC(C2=C1)=O)C1=C(C=CC(=C1)F)Cl)C1=C(C(=O)N)C=C(C=C1F)C(F)(F)F